FC1(CCN(CC1)C)C(=O)NC=1N=CC2=CC=C(C=C2C1)C=1SC(=NN1)C 4-fluoro-1-methyl-N-(6-(5-methyl-1,3,4-thiadiazol-2-yl)isoquinolin-3-yl)piperidine-4-carboxamide